5-Fluoro-1H-benzol FC=1C=CCCC1